2-methoxy-5-(3a,4,6,6a-tetrahydrofuro[3,4-d]isoxazol-3-yl)benzoic acid COC1=C(C(=O)O)C=C(C=C1)C1=NOC2C1COC2